5-(3-trifluoromethoxy-benzenesulfonyl)-2-(5-triisopropylsilanyloxymethyl-[1,3,4]oxadiazol-2-yl)-pyridin-3-ylamine FC(OC=1C=C(C=CC1)S(=O)(=O)C=1C=C(C(=NC1)C=1OC(=NN1)CO[Si](C(C)C)(C(C)C)C(C)C)N)(F)F